C(#N)C1=C(SC=2C=NCCC21)NC(CC2=CC=C(C=C2)S(N)(=O)=O)=O 3-cyano-2-(2-(4-sulfamoylphenyl)acetamido)-4,5-dihydrothieno[2,3-c]pyridin